4-((4-aminophenyl)methyl)-3-ethylbenzenamine NC1=CC=C(C=C1)CC1=C(C=C(C=C1)N)CC